2-Chloro-4-((2S,5S)-5-((4-cyanophenoxy)methyl)-2-(trifluoromethyl)oxazolidin-3-yl)benzonitril ClC1=C(C#N)C=CC(=C1)N1[C@@H](O[C@@H](C1)COC1=CC=C(C=C1)C#N)C(F)(F)F